C(C)(=O)N[C@@H]1CCC2C1N(C=1C(=CC(=CC21)C(=O)NC2=CC=C(C=C2)OC(F)(F)Cl)C2=NC=CN=C2)C(C)C (3R)-3-acetylamino-N-(4-(chlorodifluoromethoxy)phenyl)-4-isopropyl-5-(pyrazin-2-yl)-1,2,3,3a,4,8b-hexahydrocyclopenta[b]indole-7-carboxamide